C(#N)[C@H](C[C@H]1C(NCC1)=O)NC([C@H](CC(C)C)NC(CC(C(F)(F)F)(C1=CC=CC=C1)O)=O)=O (2S)-N-((S)-1-cyano-2-((S)-2-oxopyrrolidin-3-yl)ethyl)-4-methyl-2-(4,4,4-trifluoro-3-hydroxy-3-phenylbutanamido)pentanamide